COC[C@@H](C)N1C(N(C2=CC=C(C=C2C1=O)NC(NC=1C=C(C(=O)N(C)C)C=CC1)=O)CCN1CCCCC1)=O (R)-3-(3-(3-(1-methoxypropane-2-yl)-2,4-dioxo-1-(2-(piperidin-1-yl)ethyl)-1,2,3,4-tetrahydroquinazolin-6-yl)ureido)-N,N-dimethylbenzamide